BrC1=CC(=CC(=C1)OC1=CC(=CC=C1)F)F 1-bromo-3-fluoro-5-(3-fluorophenoxy)benzene